FC1=NC=CC(=C1)C1C(NC(CC1)=O)=O 3-(2-fluoropyridin-4-yl)piperidine-2,6-dione